1-methyl-4-(trifluoromethylthio)benzene-1,2-diamine CC1(C(C=C(C=C1)SC(F)(F)F)N)N